C(C)(C)N1C(=NC=2C1=NC(=CC2)C2=CNC=1N=C(N=CC12)NC1=CC(=CC=C1)N1CCN(CC1)C)C 5-(3-isopropyl-2-methyl-3H-imidazo[4,5-b]pyridin-5-yl)-N-(3-(4-methylpiperazin-1-yl)phenyl)-7H-pyrrolo[2,3-d]pyrimidin-2-amine